ClC=1C=CC(=C(C1)S(=O)(=O)NC1=CC=C(C=C1)C1=NC(=C2C(=N1)NN=C2C)OCCN(C)CCO)F 5-chloro-2-fluoro-N-[4-(4-{2-[(2-hydroxyethyl)(methyl)amino]ethoxy}-3-methyl-1H-pyrazolo[3,4-d]pyrimidin-6-yl)phenyl]benzenesulfonamide